COC1=CC=C(CSC=2N=CNC2)C=C1 4-((4-methoxybenzyl)thio)-1H-imidazole